2-(1-phenylvinyl)benzoic acid C1(=CC=CC=C1)C(=C)C1=C(C(=O)O)C=CC=C1